3-((4-(3,9-diazaspiro[5.5]undec-3-yl)phenyl)amino)-5-(3-(3-(oxetane-3-yl)-2-oxoimidazolin-1-yl)piperidin-1-yl)pyrazine-2-carboxamide C1CN(CCC12CCNCC2)C2=CC=C(C=C2)NC=2C(=NC=C(N2)N2CC(CCC2)N2C(N(CC2)C2COC2)=O)C(=O)N